ClC1=C(C=CC=C1Cl)SC=1C=2N(C(=NC1)N1CCC3(CCC[C@H]3NC)CC1)C=CN2 (R)-8-(8-((2,3-dichlorophenyl)thio)imidazo[1,2-c]pyrimidin-5-yl)-N-methyl-8-azaspiro[4.5]decan-1-amine